C1(=CC=CC=C1)C(C(C=CC1=C(C=CC=C1)F)=O)C(C=CC1=C(C=CC=C1)F)=O 4-phenyl-1,7-bis(2-fluorophenyl)hept-1,6-diene-3,5-dione